S1C=NC=C1NC(OC(C)(C)C)=O tertbutyl N-(1,3-thiazol-5-yl)carbamate